4-(3-(5-chloro-2-((5-(2-oxopyrrolidin-1-yl)pyridin-3-yl)amino)pyrimidin-4-yl)piperidine-1-carbonyl)pyridin-2(1H)-one ClC=1C(=NC(=NC1)NC=1C=NC=C(C1)N1C(CCC1)=O)C1CN(CCC1)C(=O)C1=CC(NC=C1)=O